N(=C=O)CO[Si](C)(C)CCC Isocyanato-propyl-dimethylmethoxysilan